C([O-])([O-])=O.CC(CC)=O.[Li+].[Li+] lithium butanone carbonate